COC1=C(NCC#CC=2C=C(C3=C(N(C=N3)CC(F)(F)F)C2)C(=O)NC23CC(C2)(C3)C(=O)OC)C=CC(=C1)S(=O)(=O)C methyl 3-[[6-[3-(2-methoxy-4-methylsulfonyl-anilino)prop-1-ynyl]-1-(2,2,2-trifluoroethyl)benzimidazole-4-carbonyl]amino]bicyclo[1.1.1]pentane-1-carboxylate